BrC1CC2=C(O1)C=C1C3(C=CC1=C2)CCC(CC3)=O bromo-2',3'-dihydrospiro[cyclohexane-1,7'-indeno[5,6-b]furan]-4-one